CC=1C(N(C(C1C1=CC=CC=C1)=O)CC1CCOCC1)=O 3-methyl-4-phenyl-1-((tetrahydro-2H-pyran-4-yl)methyl)-1H-pyrrole-2,5-dione